C(C)(C)(C)OC(=O)N1C[C@@H]([C@H](CC1)OS(=O)(=O)C1=CC=C(C)C=C1)F (3S,4S)-3-fluoro-4-(p-toluenesulfonyloxy)piperidine-1-carboxylic acid tert-butyl ester